NC=1C=C(C(=NC1C(=O)C=1C=2C=NN(C2C(=CC1)F)S(=O)(=O)C1=CC=C(C=C1)C)C#N)C 5-Amino-6-[7-fluoro-1-(p-tolylsulfonyl)indazole-4-carbonyl]-3-methyl-pyridine-2-carbonitrile